4-[(1E)-2-(2-benzoxazolyl)vinyl]-2-butoxy-5-methoxybenzaldehyde O1C(=NC2=C1C=CC=C2)/C=C/C2=CC(=C(C=O)C=C2OC)OCCCC